BrC1=CC2=C(N(N=N2)C)C(=C1)C(=O)OC methyl 5-bromo-1-methyl-1H-benzo[d][1,2,3]triazole-7-carboxylate